2,2-dichloro-N-[(1R,2R)-1-Fluoromethyl-2-hydroxy-2-[4-(methylsulfonyl)phenyl]ethyl]acetamide ClC(C(=O)N[C@H]([C@@H](C1=CC=C(C=C1)S(=O)(=O)C)O)CF)Cl